C1(CC1)C1=NC=NC(=C1C=1N=CC2=C(N1)N(C(C=C2C)=O)CC21CCC(CC2)(CC1)C=1N(C=C(N1)C(F)(F)F)C(C)C)OC 2-(4-cyclopropyl-6-methoxypyrimidin-5-yl)-8-((4-(1-isopropyl-4-(trifluoromethyl)-1H-imidazol-2-yl)bicyclo[2.2.2]oct-1-yl)methyl)-5-methylpyrido[2,3-d]pyrimidin-7(8H)-one